4-hydroxy-N-(4-(4-methylthiazol-5-yl)phenoxy)pyrrolidine-2-carboxamide OC1CC(NC1)C(=O)NOC1=CC=C(C=C1)C1=C(N=CS1)C